BrC1=CC2=C(C=N1)C(=CN2)CC2CCC2 6-bromo-3-(cyclobutylmethyl)-1H-pyrrolo[3,2-c]pyridine